FC=1C=NN2C1C(/C(/CC2)=C/C2=C(C=CC=C2)C=2N=CN(C2)C(C2=CC=CC=C2)(C2=CC=CC=C2)C2=CC=CC=C2)=O (E)-3-fluoro-5-(2-(1-trityl-1H-imidazol-4-yl)benzylidene)-6,7-dihydropyrazolo[1,5-a]pyridin-4(5H)-one